N-methyltrimethylsilyltrifluoroacetamide CN(C(C(F)(F)F)=O)[Si](C)(C)C